C(C)(=O)N1C[C@@H](C=2C3=C(C(NC2C1)=O)C=C(C=C3)F)N(C(=O)NC3=CC(=C(C=C3)F)C#N)C |r| Racemic-1-(3-acetyl-8-fluoro-6-oxo-1,2,3,4,5,6-hexahydrobenzo[c][1,7]naphthyridin-1-yl)-3-(3-cyano-4-fluorophenyl)-1-methylurea